C(C1=CC=CC=C1)OC1=C2C(=CNC2=CC(=C1)F)C(C(=O)Cl)=O 2-(4-(benzyloxy)-6-fluoro-1H-indol-3-yl)-2-oxoacetyl chloride